2-methanesulfonyl-5-nitro-3-(trifluoromethyl)pyridine tert-butyl-2-(4-chloro-3-methylphenyl)-6,6-dimethyl-3-(pyridin-4-yl)-6,7-dihydropyrazolo[1,5-a]pyrazine-5(4H)-carboxylate C(C)(C)(C)OC(=O)N1CC=2N(CC1(C)C)N=C(C2C2=CC=NC=C2)C2=CC(=C(C=C2)Cl)C.CS(=O)(=O)C2=NC=C(C=C2C(F)(F)F)[N+](=O)[O-]